O1CCCC12CCC(CC2)C(=O)N 1-oxaspiro[4.5]decane-8-carboxamide